5-(1-Ethylazetidin-3-yl)-2-(4-(2-((1-(methylsulfonyl)piperidin-4-yl)amino)-5-(trifluoromethyl)pyrimidin-4-yl)-1H-imidazol-1-yl)benzonitrile C(C)N1CC(C1)C=1C=CC(=C(C#N)C1)N1C=NC(=C1)C1=NC(=NC=C1C(F)(F)F)NC1CCN(CC1)S(=O)(=O)C